N-(3-(hydroxymethyl)phenyl)-2-(2-chlorophenyl)acetamide OCC=1C=C(C=CC1)NC(CC1=C(C=CC=C1)Cl)=O